(R)-1-(3-(((tert-butyldimethylsilyl)oxy)methyl)-2,3-dihydrobenzo[b][1,4]dioxin-6-yl)ethan-1-one [Si](C)(C)(C(C)(C)C)OC[C@@H]1OC2=C(OC1)C=CC(=C2)C(C)=O